COC(CC=1C=NN(C1)C1=CC=C(C=C1)Br)=O 2-[1-(4-bromophenyl)pyrazol-4-yl]Acetic acid methyl ester